N[C@H]1CN(C[C@@H](C1)F)C(=O)C1=CC2=C(N(C(=N2)C2=CC=3C(=NC(=CC3)C3=CC(=C(C(=O)N)C=C3)OC)N2CC2CC2)C)C(=C1)OC 4-(2-{5-[(3R,5R)-3-amino-5-fluoropiperidine-1-carbonyl]-7-methoxy-1-methyl-1H-1,3-benzodiazol-2-yl}-1-(cyclopropylmethyl)-1H-pyrrolo[2,3-b]pyridin-6-yl)-2-methoxybenzamide